methyl 3-bromo-2-(methoxymethyl)imidazo[1,2-b]pyridazine-8-carboxylate BrC1=C(N=C2N1N=CC=C2C(=O)OC)COC